(3,5,5-trimethylcyclohex-2-enylidene)malononitrile CC1=CC(CC(C1)(C)C)=C(C#N)C#N